1-ethyl-1H-indol-6-carbaldehyde C(C)N1C=CC2=CC=C(C=C12)C=O